C1CCC2=C(C=CC=C12)N1C(C2=CC(=C(C=C2C(=C1)C(=O)N1CCCCC1)OC)OC)=O 2-(2,3-dihydro-1H-inden-4-yl)-6,7-dimethoxy-4-(piperidine-1-carbonyl)isoquinolin-1(2H)-one